The molecule is a cyclodepsipeptide consisting of a 3,4-dihydroxy-4-methylhexadecanoyl group attached to the amino terminus of the linear heptapeptide Ser-D-Ala-Asp-Asn-Asn-Ser-D-allo-Thr which is cyclised head-to-tail via the 3-hydroxy group on the hexadecanoyl chain. It is an antifungal drug isolated from the barley solid culture of the fungus Glomospora sp. It has a role as an antifungal agent and a fungal metabolite. It is a peptide antibiotic, a monocarboxylic acid, a primary alcohol, a secondary alcohol, a tertiary alcohol, a cyclodepsipeptide and a lactam. It derives from a 3,4-dihydroxy-4-methylhexadecanoic acid. CCCCCCCCCCCCC(C)(C1CC(=O)NC(C(=O)N[C@@H](C(=O)NC(C(=O)NC(C(=O)NC(C(=O)NC(C(=O)N[C@@H](C(=O)O1)[C@@H](C)O)CO)CC(=O)N)CC(=O)N)CC(=O)O)C)CO)O